C1(=C(C=CC=C1)B(O)O)C toluylboronic acid